COC1=CC=C(C=C1)N1C(=NC=C1C1=CC=CC=C1)C(=O)C1=CC=CC=C1 [1-(4-methoxyphenyl)-5-phenylimidazol-2-yl]phenyl-methanone